2-(2-{[2-(1H-1,3-benzodiazol-2-yl)ethyl]amino}-1-fluoroethyl)-N-[(3-fluoropyridin-2-yl)methyl]-[1,3]thiazolo[5,4-d]pyrimidin-7-amine N1C(=NC2=C1C=CC=C2)CCNCC(F)C=2SC=1N=CN=C(C1N2)NCC2=NC=CC=C2F